C(C)(C)(C)N(C(O)=O)C[C@H]1CN(CC1)CC1=CC(=C(C=C1)OCC)Cl.C(C1=CC=CC=C1)N1CCN(CC1)C1=CC=C(C=N1)C1=NC2=CC(=CC=C2C=C1)C=1C=NNC1 (6-(4-benzylpiperazin-1-yl)pyridin-3-yl)-7-(1H-pyrazol-4-yl)quinoline tert-butyl-(R)-((1-(3-chloro-4-ethoxybenzyl)pyrrolidin-3-yl)methyl)carbamate